N-(5-Chloro-2-isopropylbenzyl)-N-cyclopropyl-3-(difluoromethyl)-5-fluoro-1-methyl-1H-pyrazol-4-carboxamid ClC=1C=CC(=C(CN(C(=O)C=2C(=NN(C2F)C)C(F)F)C2CC2)C1)C(C)C